FC(C(=O)N)(C(C(C(F)(F)F)(F)F)(F)F)F 2,2,3,3,4,4,5,5,5-Nonafluoropentanamide